8-(2,3-dichlorophenyl)-N-(2,3-dihydro-1,4-benzoxazin-4-yl)-4-(dimethylamino)-1,5-naphthyridine-3-carboxamide ClC1=C(C=CC=C1Cl)C=1C=CN=C2C(=C(C=NC12)C(=O)NN1CCOC2=C1C=CC=C2)N(C)C